5-{2-acetamidoimidazo[1,2-b]pyridazin-6-yl}-N-{[2-fluoro-5-(1-methyl-1H-pyrazol-4-yl)phenyl]methyl}-2-methylpyridine-3-carboxamide C(C)(=O)NC=1N=C2N(N=C(C=C2)C=2C=C(C(=NC2)C)C(=O)NCC2=C(C=CC(=C2)C=2C=NN(C2)C)F)C1